1-(4-{[3-methyl-4-(quinazolin-7-yloxy)phenyl]amino}quinazolin-6-yl)-3-methylidenepyrrolidin-2-one CC=1C=C(C=CC1OC1=CC=C2C=NC=NC2=C1)NC1=NC=NC2=CC=C(C=C12)N1C(C(CC1)=C)=O